N-[1-(1-benzothiophen-4-yl)ethyl]-6,7-dimethoxy-2-methylquinazolin-4-amine S1C=CC2=C1C=CC=C2C(C)NC2=NC(=NC1=CC(=C(C=C21)OC)OC)C